tert-Butyl (trans-3-(5-(trifluoromethyl)-1H-pyrazol-1-yl)cyclobutyl)carbamate FC(C1=CC=NN1[C@@H]1C[C@H](C1)NC(OC(C)(C)C)=O)(F)F